(S)-4-((5-amino-7-((1-hydroxyhex-3-yl)amino)-1H-pyrazolo[4,3-d]Pyrimidin-1-yl)methyl)-3-methoxybenzoic acid NC=1N=C(C2=C(N1)C=NN2CC2=C(C=C(C(=O)O)C=C2)OC)N[C@H](CCO)CCC